allyloxypropandiol C(C=C)OC(CC)(O)O